4-methoxy-3-(N-(4'-methyl-4-(trifluoromethyl)-[1,1'-biphenyl]-2-yl)sulfamoyl)benzoic acid COC1=C(C=C(C(=O)O)C=C1)S(NC1=C(C=CC(=C1)C(F)(F)F)C1=CC=C(C=C1)C)(=O)=O